C(C=C)(=O)O.C(C)C(COCC(CCCC)CC)CCCC 2-ethylhexylether acrylate